3-chloro-2-[2-(2-hydroxyethoxy)ethoxy]-5-[1-methyl-1-[4-[(2-methylsulfonylpyrimidin-4-yl)methoxy]phenyl]ethyl]benzonitrile ClC=1C(=C(C#N)C=C(C1)C(C)(C1=CC=C(C=C1)OCC1=NC(=NC=C1)S(=O)(=O)C)C)OCCOCCO